3-[(cyclopentylamino)methyl]-1-methyl-1H-indole-2-carboxylic acid C1(CCCC1)NCC1=C(N(C2=CC=CC=C12)C)C(=O)O